bis((2-(methoxymethyl)-3-oxoquinuclidin-2-yl)methyl) methylphosphonate CP(OCC1(N2CCC(C1=O)CC2)COC)(OCC2(N1CCC(C2=O)CC1)COC)=O